FC=1C=C(C=CC1C(F)(F)F)CNC(=O)N1[C@H](CCC1)C(=O)NC1=CC=C(C=N1)C1=CC(=C(C(=O)O)C=C1)C 4-(6-{[1-({[3-fluoro-4-(trifluoromethyl)phenyl]methyl}carbamoyl)-D-prolyl]amino}pyridin-3-yl)-2-methylbenzoic acid